trans-4-((3-(1-Cyclopropyl-1H-pyrazol-4-yl)phenyl)((trans-4-(3-fluoro-1-methyl-1H-indazol-5-yl)cyclohexyl)methyl)carbamoyl)-cyclohexanecarboxylic acid C1(CC1)N1N=CC(=C1)C=1C=C(C=CC1)N(C(=O)[C@@H]1CC[C@H](CC1)C(=O)O)C[C@@H]1CC[C@H](CC1)C=1C=C2C(=NN(C2=CC1)C)F